5-((5-Chloro-1-(1-methyl-1H-pyrazol-4-yl)-1H-indazol-6-yl)oxy)-5,6,7,8-tetrahydronaphthalene-2-carbonitrile ClC=1C=C2C=NN(C2=CC1OC1C=2C=CC(=CC2CCC1)C#N)C=1C=NN(C1)C